2-pentyl-pyridine C(CCCC)C1=NC=CC=C1